Butyl 3-[4-(2,2,2-trifluoroethoxy)pyrazol-1-yl]azetidine-1-carboxylate FC(COC=1C=NN(C1)C1CN(C1)C(=O)OCCCC)(F)F